N1=CC=C(C=C1)C1=NN(C2=CC=C(C=C12)N)C(C1=CC=CC=C1)(C1=CC=CC=C1)C1=CC=CC=C1 3-(4-Pyridyl)-1-trityl-indazol-5-amine